N-benzyl-Aminosilane C(C1=CC=CC=C1)N[SiH3]